1-chloro-5-fluoro-2,4-dinitrobenzene ClC1=C(C=C(C(=C1)F)[N+](=O)[O-])[N+](=O)[O-]